CN(C(/C=C/CC[C@H](C(=O)NC=1C(N(C=CC1)CC=1NC2=C(C=C(C=C2C1)F)CC(C)(C)C)=O)CN(C([O-])=O)CCOC)=O)C (S,E)-7-(Dimethylamino)-1-((1-((5-fluoro-7-neopentyl-1H-indol-2-yl)methyl)-2-oxo-1,2-dihydropyridin-3-yl)amino)-1,7-dioxohept-5-en-2-yl(2-methoxyethyl)(methyl)carbamat